C(C)(C)(C)OC(=O)N[C@@H]1[C@H](CCCC1)C(=O)O (1S,2S)-2-((tert-butoxycarbonyl)amino)cyclohexane-1-carboxylic acid